O(O)C(C)(C)C1=CC=C(C=C1)C(C)(C)OO 1,4-di(2-hydroperoxy-2-propyl)benzene